CC=1C=C(C=C(C1N)C)C1=CC(=C(C(=C1)C)N)C 3,3',5,5'-tetramethyl-[1,1'-biphenyl]-4,4'-diamine